C1=C(N=NN1CCCO)CN(CC2=CN(N=N2)CCCO)CC3=CN(N=N3)CCCO tris(3-hydroxypropyltriazolylmethyl)amine